[N+](=O)([O-])C1=C(C=CC=C1)CC(=O)O 2-nitrophenyl-acetic acid